3,4-Dichloro-5-hydroxy-1,5-dihydro-pyrrol-2-one ClC=1C(NC(C1Cl)O)=O